Zinc di-iso-nonanoate C(CCCCCC(C)C)(=O)[O-].C(CCCCCC(C)C)(=O)[O-].[Zn+2]